5-(4-bromophenyl)-1H-1,2,3-triazole-4-carboxylic acid BrC1=CC=C(C=C1)C1=C(N=NN1)C(=O)O